(6-(6-(3-(difluoromethoxy)-5-fluorophenyl)-4-((3-(trifluoromethyl)phenyl)sulfonyl)-3,4-dihydro-2H-benzo[b][1,4]oxazin-2-yl)-2-azaspiro[3.3]hept-2-yl)methanone FC(OC=1C=C(C=C(C1)F)C1=CC2=C(OC(CN2S(=O)(=O)C2=CC(=CC=C2)C(F)(F)F)C2CC3(CN(C3)C=O)C2)C=C1)F